1-({2-oxabicyclo[2.1.1]hex-1-yl}methyl)-1H-1,3-benzodiazole-6-carboxylic acid C12(OCC(C1)C2)CN2C=NC1=C2C=C(C=C1)C(=O)O